C(C1=CC=CC=C1)OC(=O)N1CCC(CC1)N1N=CC(=C1)NC1=NC=C(C(=N1)C1=CC=C(C=C1)C(N[C@@H](CCC)C#N)=O)C (S)-4-(4-((4-(4-((1-cyanobutyl)carbamoyl)phenyl)-5-methylpyrimidin-2-yl)amino)-1H-pyrazol-1-yl)piperidine-1-carboxylic acid benzyl ester